C1(CCC1)OC=1C(=CC=2C(N1)=NN(C2)C21COC(CC2)(C1)C)C(=O)OC methyl 6-cyclobutoxy-2-(1-methyl-2-oxabicyclo[2.2.1]heptan-4-yl)-2H-pyrazolo[3,4-b]pyridine-5-carboxylate